ClC=1C(=CC=C2C=NNC12)C1=NNC2=NC(=C(N=C21)CO)N2CCC(CC2)(C(NC2=CN=CS2)=N)C 1-[3-(7-chloro-1H-indazol-6-yl)-5-hydroxymethyl-1H-pyrazolo[3,4-b]pyrazin-6-yl]-4-methyl-N-(1,3-thiazol-5-yl)piperidine-4-carboximidamide